N-[3-chloro-4-[4-[3-(dimethylamino)azetidine-1-carbonyl]piperidine-1-carbonyl]phenyl]-5-[4-(difluoromethoxy)-2,3-difluoro-phenyl]-1-methyl-imidazole-2-carboxamide ClC=1C=C(C=CC1C(=O)N1CCC(CC1)C(=O)N1CC(C1)N(C)C)NC(=O)C=1N(C(=CN1)C1=C(C(=C(C=C1)OC(F)F)F)F)C